O1C=C(C=C1)CNC(C1=CC=C(C=C1)C=1C(=CC2=CN(N=C2C1)CCC(C)(C)O)[N+](=O)[O-])=O N-(furan-3-ylmethyl)-4-(2-(3-hydroxy-3-methylbutyl)-5-nitro-2H-indazol-6-yl)benzamide